O1N=C(N=C1)[C@@H]1CN(CCC1)[C@H](C(=O)NC1=NC=C(C=C1)Cl)C (S)-2-((S)-3-(1,2,4-oxadiazol-3-yl)piperidin-1-yl)-N-(5-chloropyridin-2-yl)propanamide